3-(6-chlorofuro[3,2-b]pyridin-3-yl)-N,N-diphenylaniline ClC=1C=C2C(=NC1)C(=CO2)C=2C=C(N(C1=CC=CC=C1)C1=CC=CC=C1)C=CC2